1-(4-chloro-3-fluorophenyl)-2-(oxetan-3-ylidene)ethan-1-one ClC1=C(C=C(C=C1)C(C=C1COC1)=O)F